C(N)(O[C@H]1CNCC[C@@H]1F)=O [(3S,4S)-4-fluoropiperidin-3-yl] carbamate